NCCNC1=C2C=CC=C(C2=CC=C1)S(=O)(=O)O 5-((2-Aminoethyl)amino)naphthalene-1-sulfonic acid